1,2-bis(p-tolylthio)benzene C1(=CC=C(C=C1)SC1=C(C=CC=C1)SC1=CC=C(C=C1)C)C